CN1C=C(C=2C(N(C=C(C21)C)C)=O)C(=O)NC2=CC=CC=C2 1,5,7-trimethyl-4-oxo-N-phenyl-4,5-dihydro-1H-pyrrolo[3,2-c]pyridine-3-carboxamide